NC1=C(C(N=C2N1C(=CS2)C2=CC=C(C=C2)Cl)C2=CC(=CC=C2)[N+](=O)[O-])C#N 5-amino-3-(4-chlorophenyl)-7-(3-nitrophenyl)-7H-thiazolo[3,2-a]pyrimidine-6-carbonitrile